17-iodo-androstane-5,16-dien-3beta-ol IC=1[C@]2(C)[C@@H](CC1)[C@@H]1CC=C3C[C@H](CC[C@]3(C)[C@H]1CC2)O